N-formyl-N-methylhydrazine C(=O)N(N)C